5-(1-(5,5-difluoro-2-carbonyltetrahydropyrimidin-1(2H)-yl)-2-methoxyethyl)thiazole FC1(CNC(N(C1)C(COC)C1=CN=CS1)=C=O)F